FC1=C(CNC([C@@H]2N(CCC2)C(C2=CC(=CC=C2)S(=O)(=O)N2CC(C2)(C)O)=O)=O)C=CC(=C1)C(F)(F)F N-(2-fluoro-4-(trifluoromethyl)benzyl)-1-(3-((3-hydroxy-3-methyl-1-azetidinyl)sulfonyl)benzoyl)-D-prolinamide